butyl (R)-2-(3-((1-(dibenzo[b,d]furan-2-yl)ethyl)amino)-6-morpholino-2-oxopyrazin-1(2H)-yl)acetate C1=C(C=CC=2OC3=C(C21)C=CC=C3)[C@@H](C)NC=3C(N(C(=CN3)N3CCOCC3)CC(=O)OCCCC)=O